(S)-3-(Boc-amino)-1-butanol C(=O)(OC(C)(C)C)N[C@H](CCO)C